1-[3'-(4-[1,1'-Biphenyl]-4-yl-6-phenyl-1,3,5-triazin-2-yl)[1,1-biphenyl]-3-yl]-4-phenyl-Naphtho[1,2,3,4-def]carbazol C1(=CC=C(C=C1)C1=NC(=NC(=N1)C1=CC=CC=C1)C=1C=C(C=CC1)C1=CC(=CC=C1)C1=CC=C2N(C=3C=CC=C4C3C2=C1C1=CC=CC=C14)C1=CC=CC=C1)C1=CC=CC=C1